N-(2,2-dimethoxyethyl)-4-iodobenzamide COC(CNC(C1=CC=C(C=C1)I)=O)OC